FC=1C=C(C=C(C1)CNCCCCOCCOC1=C2C=NNC2=CC(=C1)C=1C=NOC1)CC#N 2-(3-fluoro-5-(((4-(2-((6-(isoxazol-4-yl)-1H-indazol-4-yl)oxy)ethoxy)butyl)amino)methyl)phenyl)acetonitrile